4-methyl-3-(pyridin-4-yl)-1-{[2-(trimethylsilyl)ethoxy]methyl}-1H-pyrazol-5-amine CC=1C(=NN(C1N)COCC[Si](C)(C)C)C1=CC=NC=C1